7-[2,6-bis(2,6-diisopropylphenyl)phenyl]-7-phosphadispiro[5.1.58.36]Hexadecan-15-one C(C)(C)C1=C(C(=CC=C1)C(C)C)C1=C(C(=CC=C1)C1=C(C=CC=C1C(C)C)C(C)C)P1C2(CCCCC2)CC(CC12CCCCC2)=O